COP1(=NP(=NP(=N1)(F)F)(F)F)OC dimethoxytetrafluorocyclotriphosphazene